{methyl[(5R)-3-(prop-2-enoyl)-1-oxa-3,7-diazaspiro[4.4]nonane-7-carbonyl]amino}butanamide CN(C(=O)N1C[C@]2(CN(CO2)C(C=C)=O)CC1)C(C(=O)N)CC